COC=1C(=C(C=NC1N1C([C@@H]2C[C@@H]2C1)=O)C(C)N1N=NC(=C1)C(=O)OC(C)(C)C)C tert-butyl 1-(1-(5-methoxy-4-methyl-6-((1R,5S)-2-oxo-3-azabicyclo[3.1.0]hexan-3-yl)pyridin-3-yl)ethyl)-1H-1,2,3-triazole-4-carboxylate